4-(4-aminopiperidin-1-yl)-5-(3-fluoro-5-methylphenyl)-3-{5-[(hydroxyimino)methyl]-1H-1,3-benzodiazol-2-yl}pyridin-2-amine NC1CCN(CC1)C1=C(C(=NC=C1C1=CC(=CC(=C1)C)F)N)C1=NC2=C(N1)C=CC(=C2)C=NO